COC=1C=C(C(=O)NC([2H])([2H])[2H])C=CC1NCC#C 3-methoxy-4-(prop-2-ynylamino)-N-(trideuteriomethyl)benzamide